(R)-(1-(4-fluorophenyl)-6-((4-(trifluoromethyl)phenyl)sulfonyl)-4,4a,5,6,7,8-hexahydro-1H-pyrazolo[3,4-g]isoquinolin-4a-yl)(furan-2-yl)methanone FC1=CC=C(C=C1)N1N=CC2=C1C=C1CCN(C[C@]1(C2)C(=O)C=2OC=CC2)S(=O)(=O)C2=CC=C(C=C2)C(F)(F)F